ClC1=NC(=C2N=CN(C2=N1)[C@@H]1O[C@@H]([C@H]2OC(O[C@H]21)(C)C)CO)N2CC1(CCCCC1)C1C=CC=CC21 [(3aR,4R,6R,6aR)-4-(2-chloro-6-spiro[3a,7a-dihydro-2H-indole-3,1'-cyclohexane]-1-yl-purin-9-yl)-2,2-dimethyl-3a,4,6,6a-tetrahydrofuro[3,4-d][1,3]dioxol-6-yl]methanol